O1C(=CC=C1)CN 2-furan-methylamine